N-([1,1'-biphenyl]-3-yl)-1H-pyrazole-5-carboxamide C1(=CC(=CC=C1)NC(=O)C1=CC=NN1)C1=CC=CC=C1